4-fluoro-2-methylsulfonyl-phenol FC1=CC(=C(C=C1)O)S(=O)(=O)C